4-(5-(4-(methylsulfonyl)phenyl)thiazolo[5,4-b]pyridin-2-yl)-5,6-dihydropyridine-1(2H)-carboxylic acid isopropyl ester C(C)(C)OC(=O)N1CC=C(CC1)C=1SC2=NC(=CC=C2N1)C1=CC=C(C=C1)S(=O)(=O)C